O=C1NCCC2=CC(=CC=C12)NC(OCCCC)=O butyl N-(1-oxo-3,4-dihydro-2H-isoquinolin-6-yl)carbamate